3-(5-(1-(3-(4-Chlorophenyl)propyl)-1H-1,2,3-triazol-4-yl)-3-hydroxypicolinamido)-2,2-dimethylpropionic acid ethyl ester C(C)OC(C(CNC(C1=NC=C(C=C1O)C=1N=NN(C1)CCCC1=CC=C(C=C1)Cl)=O)(C)C)=O